tert-butyl 4-(4-(4-(1-(tert-butoxycarbonyl)-1,2,3,6-tetrahydropyridin-4-yl)-2-methylbenzamido)-2-methylphenyl)-3,6-dihydropyridine-1(2H)-carboxylate C(C)(C)(C)OC(=O)N1CCC(=CC1)C1=CC(=C(C(=O)NC2=CC(=C(C=C2)C=2CCN(CC2)C(=O)OC(C)(C)C)C)C=C1)C